2-hydroxyethyl 2-bromo-2-methylpropanoate BrC(C(=O)OCCO)(C)C